O=C1C(=CN(C2=CC=CC=C12)C1=CC=C(C=C1)OC(F)(F)F)C(=O)N 4-oxo-1-(4-(trifluoromethoxy)phenyl)-1,4-dihydroquinoline-3-carboxamide